ClC1=C(C=CC=C1)CN1N=C(C=C1C1=CC=C2C=NN(C2=C1)CC)COC(C(=O)[O-])(C)C.[Na+] sodium 2-([1-[(2-chlorophenyl) methyl]-5-(1-ethyl-1H-indazol-6-yl)-1H-pyrazol-3-yl] methoxy)-2-methylpropionate